ClC1=C2C(=C(N=C1C=1C(=C(C(=O)N)C=CC1NS(=O)(=O)CCO)N1CCC3(CC3)CC1)N1CCC(CC1)(F)F)OC=C2 (4-chloro-7-(4,4-difluoropiperidin-1-yl)furo[2,3-c]pyridin-5-yl)-4-(2-hydroxyethylsulfonylamino)-2-(6-azaspiro[2.5]oct-6-yl)benzamide